ClC1=C(C(=O)NC2=C3C=NN(C3=CC=C2)C=2C=NC=C(C2)C)C(=CC=C1CNC(C(C)(C)C)=O)Cl 2,6-Dichloro-3-{[(2,2-dimethylpropionyl)amino]methyl}-N-[1-(5-methylpyridin-3-yl)-1H-indazol-4-yl]benzamide